(4-(2-(2-((dimethylamino)methyl)piperidine-1-carbonyl)-7-(8-methylnaphthalen-1-yl)-5,6,7,8-tetrahydro-1,7-naphthyridin-4-yl)piperazin-1-yl)prop-2-en-1-one CN(C)CC1N(CCCC1)C(=O)C1=NC=2CN(CCC2C(=C1)N1CCN(CC1)C(C=C)=O)C1=CC=CC2=CC=CC(=C12)C